BrC1=CC=2N(C3=CC(=CC=C3C2C=C1)Br)C1=CC=CC=C1 2,7-dibromo-9-phenyl-9H-carbazole